FC1=CC=C(C=C1)C1C(=C(NC=2N1N=C(C2)C2=CC=C(C=C2)OC)C)C(=O)NC=2C=C1C=NNC1=CC2 7-(4-fluorophenyl)-N-(1H-indazol-5-yl)-2-(4-methoxyphenyl)-5-methyl-4,7-dihydropyrazolo[1,5-a]pyrimidine-6-carboxamide